C(=O)O.NCC(=O)O glycine (formate)